5,11-dimethyl-6H-pyrido[4,3-b]carbazole CC1=C2C(=C(C=3C=4C=CC=CC4NC13)C)C=NC=C2